CO[C@H](C)C1=CC=C(C=C1)B1OC(C(O1)(C)C)(C)C (R)-2-(4-(1-methoxyethyl)phenyl)-4,4,5,5-tetramethyl-1,3,2-dioxaborolane